Cl.C1(CC1)N1C(N(C=2C(C1=O)=C(N(C(C2C)=O)C)NC2=C(C=C(C=C2)I)F)C=2C=C(C=CC2)NC(C)=O)=O N-{3-[3-cyclopropyl-5-(2-fluoro-4-iodo-phenylamino)6,8-dimethyl-2,4,7-trioxo-3,4,6,7-tetrahydro-2H-pyrido[4,3-d]pyrimidin-1-yl]phenyl}acetamide hydrochloride